Cl.NC\C=C(\CN1C=NC2=C1C=C(C=C2C2=CC(=CC=C2)S(=O)(=O)N2CCCCC2)C(=O)OC)/F methyl (Z)-1-(4-amino-2-fluoro-but-2-en-1-yl)-4-(3-(piperidin-1-ylsulfonyl) phenyl)-1H-benzo[d]imidazole-6-carboxylate hydrochloride